2-bromo-6-(3-methoxybenzyl)-4-methyl-4H-thieno[2',3':4,5]pyrrolo[2,3-d]pyridazin-5(6H)-one BrC1=CC2=C(C3=C(C(N(N=C3)CC3=CC(=CC=C3)OC)=O)N2C)S1